FC(C1=CC(=NC=2N1N=CC2C(=O)NO)C2=CC(=C(C=C2)C)C)F 7-difluoromethyl-5-(3,4-dimethylphenyl)-N-hydroxypyrazolo[1,5-a]pyrimidine-3-carboxamide